8-chloro-N-[(3,4-dimethoxyphenyl)methyl]-7,9-dimethyl-pyrido[3',2':4,5]thieno[3,2-d]pyrimidin-4-amine ClC1=C(C2=C(SC3=C2N=CN=C3NCC3=CC(=C(C=C3)OC)OC)N=C1C)C